C(C)(C)C1=C(OC=2C=CC(=C(C=O)C2)C2CN(C(C2)=O)CC2=NC=CC=C2)C=CC=C1 5-(2-isopropylphenoxy)-2-(5-oxo-1-(pyridin-2-ylmethyl)pyrrolidin-3-yl)benzaldehyde